tert-butyl-((R)-1-(7-chloro-8-fluoro-2-(((2R,7as)-2-fluoro-hexahydro-1H-pyrrolizin-7a-yl) methoxy) pyrido[4,3-d]pyrimidin-4-yl) piperidin-3-yl) carbamate C(N)(OC1[C@H](N(CCC1)C=1C2=C(N=C(N1)OC[C@]13CCCN3C[C@@H](C1)F)C(=C(N=C2)Cl)F)C(C)(C)C)=O